CC(C)(C#CC1=CC=CC2=CC=CC=C12)N 2-Methyl-4-naphthyl-3-butyne-2-amine